CC=1C=C(CN2CCOCC2)C=CC1C1=CC2=C(CC3=C2NN=C3C3=CC=C2C=NN(C2=C3)C)S1 4-(3-methyl-4-(3-(1-methyl-1H-indazol-6-yl)-1,4-dihydrothieno[2',3':4,5]cyclopenta[1,2-c]pyrazol-6-yl)benzyl)morpholine